1-(2-chlorophenyl)-2-(3,5-dichlorophenyl)ethanone ClC1=C(C=CC=C1)C(CC1=CC(=CC(=C1)Cl)Cl)=O